4-((2-methoxypropyl)(4-(5,6,7,8-tetrahydro-1,8-naphthyridin-2-yl)butyl)amino)-2-((2-(trifluoromethyl)pyrimidin-4-yl)amino)butanoic acid COC(CN(CCC(C(=O)O)NC1=NC(=NC=C1)C(F)(F)F)CCCCC1=NC=2NCCCC2C=C1)C